methyl 5-amino-2-((1r,4r)-4-(2-hydroxyethyl)cyclohexyl)-2H-indazole-6-carboxylate NC1=CC2=CN(N=C2C=C1C(=O)OC)C1CCC(CC1)CCO